COC=1C=C(C=CC1OC)C=1NC2=CC=C(C=C2C1C(C)C)C1CCN(CC1)C(CN1C[C@H](CCC1)C(=O)N1CCN(CC1)C(C)C)=O (S)-1-(4-(2-(3,4-dimethoxyphenyl)-3-isopropyl-1H-indol-5-yl)piperidin-1-yl)-2-(3-(4-isopropylpiperazine-1-carbonyl)piperidin-1-yl)ethan-1-one